Cyclobutylisothiocyanate C1(CCC1)N=C=S